FC(C1=NN=C(S1)N1C(N(C2=C1C=C(C=C2C=2CCN(CC2)C(=O)OC(C)(C)C)S(NC2(COC2)CF)(=O)=O)CC)=O)F tert-butyl 4-[1-[5-(difluoromethyl)-1,3,4-thiadiazol-2-yl]-3-ethyl-6-[[3-(fluoromethyl)oxetan-3-yl]sulfamoyl]-2-oxo-benzimidazol-4-yl]-3,6-dihydro-2H-pyridine-1-carboxylate